(2-amino-4-methylthiazol-5-yl)-3-trifluoromethyl-1-isoindolone NC=1SC(=C(N1)C)C1=C2C(=NC(C2=CC=C1)=O)C(F)(F)F